(4aR,8aS)-6-[3-[4-(2-fluoropyridin-4-yl)phenyl]azetidine-1-carbonyl]-4,4a,5,7,8,8a-hexahydropyrido[4,3-b][1,4]oxazin-3-one FC1=NC=CC(=C1)C1=CC=C(C=C1)C1CN(C1)C(=O)N1C[C@@H]2[C@@H](OCC(N2)=O)CC1